Sodium chlorid [Cl-].[Na+]